3-(5-[4-[2-(4-[[4-(1,3-dimethyl-2-oxo-4H-pyrimidin-5-yl)-2,6-dimethoxyphenyl]methyl]piperazin-1-yl)ethyl]piperidin-1-yl]-1-oxo-3H-isoindol-2-yl)piperidine-2,6-dione CN1C(N(CC(=C1)C1=CC(=C(C(=C1)OC)CN1CCN(CC1)CCC1CCN(CC1)C=1C=C2CN(C(C2=CC1)=O)C1C(NC(CC1)=O)=O)OC)C)=O